N-(2-(1-(4-aminophenyl)piperidin-4-yl)ethyl)-4-((8-cyclobutoxy-7-(1H-pyrazol-4-yl)-[1,2,4]triazolo[1,5-c]pyrimidin-2-yl)amino)-3-methylbenzenesulfonamide NC1=CC=C(C=C1)N1CCC(CC1)CCNS(=O)(=O)C1=CC(=C(C=C1)NC1=NN2C=NC(=C(C2=N1)OC1CCC1)C=1C=NNC1)C